C1(=CC=CC=C1)N(C(OC1=C(C(=CC=C1)C)OC(N(C1=CC=CC=C1)C1=CC=CC=C1)=O)=O)C1=CC=CC=C1 3-methyl-1,2-phenylene bis(diphenylcarbamate)